FCC12CC(C1)(C2)N 3-(fluoromethyl)bicyclo[1.1.1]pentan-1-amine